(3S*,3aR*,6S*,7R*,7aR*)-1-benzyl-N-cyclohexyl-4-oxo-7-propyloctahydro-6H-3,6-methanopyrrolo[3,2-c]pyridine-6-carboxamide C(C1=CC=CC=C1)N1C[C@@H]2[C@H]3C(N[C@]([C@@H]([C@H]31)CCC)(C2)C(=O)NC2CCCCC2)=O |o1:9,10,13,14,15|